FC1(CN(C1)CC1(CC1)C(F)(F)F)C(=O)NC=1N=CC2=CC=C(C=C2C1)C=1C=NN(C1)C 3-fluoro-N-(6-(1-methyl-1H-pyrazol-4-yl)isoquinolin-3-yl)-1-((1-(trifluoromethyl)cyclopropyl)methyl)azetidine-3-carboxamide